O=S1(N(CC(N1)=O)C=1C(=C(C=CC1O)C=1CCC(CC1)NS(=O)(=O)C1CC1)F)=O N-(3'-(1,1-dioxido-4-oxo-1,2,5-thiadiazolidin-2-yl)-2'-fluoro-4'-hydroxy-2,3,4,5-tetrahydro-[1,1'-biphenyl]-4-yl)cyclopropanesulfonamide